NC1=NN=C(C(N1)=O)C1=C(C(=CC=C1)Cl)Cl 3-amino-6-(2,3-dichlorophenyl)-1,2,4-triazin-5(4H)-one